2-(4-bromo-1-((2-(trimethylsilyl)ethoxy)methyl)-1H-pyrazol-5-yl)pyridine BrC=1C=NN(C1C1=NC=CC=C1)COCC[Si](C)(C)C